N[C@@H](CCCC)C(=O)O NorLeucine